1-(4-(4-((1-(3-methoxycyclobutyl)-1H-pyrazol-4-yl)amino)pyrimidin-2-yl)phenyl)imidazolidin-2-one COC1CC(C1)N1N=CC(=C1)NC1=NC(=NC=C1)C1=CC=C(C=C1)N1C(NCC1)=O